BrC=1C=C2C(=NN(C(C2=CC1)=O)CC(=O)OC)OC1CC1 methyl 2-[6-bromo-4-(cyclopropoxy)-1-oxo-phthalazin-2-yl]acetate